OC(C(=O)OC)CO methyl (2,3-dihydroxypropionate)